(Z)-3-(3-hexenylmethyl)cycloheptane C(C\C=C/CC)CC1CCCCCC1